1,3-dimethyl-Tetrahydropyrimidinium C[NH+]1CN(CCC1)C